C(=O)(O)C1=CC=C(CN[C@@H](CC(=O)O)C(=O)O)C=C1 N-(4-carboxyl-benzyl)-L-aspartic acid